C(C)C1(NC(CC(C1)=O)(CC)CC)CC 2,2,6,6-tetraethyl-4-Piperidone